PHENYLVALYLGLYCINE C1(=CC=CC=C1)N[C@@H](C(C)C)C(=O)NCC(=O)O